N,N-dimethyl-1,3-diaminoPropylamine CN(C)C(CCN)N